4-(1-(3,5-dimethylphenyl)-1H-imidazo[4,5-b]pyridin-2-yl)-6-methyl-2-(1-methyl-1H-pyrazol-4-yl)-1-tosyl-1,6-dihydro-7H-pyrrolo[2,3-c]pyridin-7-one CC=1C=C(C=C(C1)C)N1C(=NC2=NC=CC=C21)C=2C1=C(C(N(C2)C)=O)N(C(=C1)C=1C=NN(C1)C)S(=O)(=O)C1=CC=C(C)C=C1